CC(C)C(=O)NC1=CC=C(C=C1)N(CC2=CSC=C2)C(=O)CN3C4=CC=CC=C4N=N3 The molecule is a member of the class of benzotriazoles that is 1H-benzotriazole which is substituted by a 2-{[4-(2-methylpropanamido)phenyl][(thiophen-3-yl)methyl]amino}-2-oxoethyl group at position 1. It is a 3C-like protease inhibitor of SARS-CoV and bat coronavirus HKU4. It has a role as an EC 3.4.22.69 (SARS coronavirus main proteinase) inhibitor and an anticoronaviral agent. It is a member of benzotriazoles, a member of thiophenes, a secondary carboxamide, a tertiary carboxamide and a dicarboxylic acid diamide.